FC(OC=1C=C(C=CC1)N1C(C(C2=CC(=CC=C12)C(=O)NC1(CCOCC1)CO)(C)C)=O)F 1-[3-(difluoromethoxy)phenyl]-N-[4-(hydroxymethyl)tetrahydropyran-4-yl]-3,3-dimethyl-2-oxo-indoline-5-carboxamide